C1=CC=CC=2C3=CC=CC=C3C(C12)COC(NCCOCCOCC(=O)O)=O 1-(9H-fluoren-9-yl)-3-oxo-2,7,10-trioxa-4-azadodecane-12-oic acid